CN(CCN(C1=C(C=CC(=C1)C1=C(C=CC=C1)C)C(C=CC1=CC(=C(C=C1)O)CN(C)C)=O)C)C 1-[2-[2-(Dimethylamino)ethyl-methylamino]-4-(2-methylphenyl)phenyl]-3-[3-[(dimethylamino)methyl]-4-hydroxyphenyl]prop-2-en-1-one